NCCC[SiH2]C(O[Si](C)(C)C)O[Si](C)(C)C 3-aminopropyl-bis(trimethylsiloxy)methylsilane